4-(((S)-1-(2-Chlorophenyl)ethyl)amino)-N-((R,E)-4-(methylsulfonyl)but-3-en-2-yl)-3-(trifluoromethyl)benzamide ClC1=C(C=CC=C1)[C@H](C)NC1=C(C=C(C(=O)N[C@H](C)\C=C\S(=O)(=O)C)C=C1)C(F)(F)F